C(C)(C)(C)NOC(C1=CC=CC=C1)=O N-(tert-butyl)-O-benzoylhydroxylamine